C(CCCCCCC\C=C/CCCCCCCC)(=O)O[C@H]1[C@@H]([C@@H]2CC[C@H]([C@@H]3CC[C@]4(OO[C@]32[C@H](O1)O4)C)C)C (3R,5aS,6R,8aS,9R,10S,12R,12aR)-3,6,9-trimethyldecahydro-12H-3,12-epoxypyrano[4,3-j][1,2]benzodioxePin-10-yl (9Z)-octadecane-9-enoate